N-({4-amino-1H,3H-furo[3,4-c]quinolin-7-yl}methyl)-N-(3-chloro-1-methyl-1H-pyrazol-4-yl)-2-cyclopropylpyrimidine-5-carboxamide NC1=NC=2C=C(C=CC2C2=C1COC2)CN(C(=O)C=2C=NC(=NC2)C2CC2)C=2C(=NN(C2)C)Cl